3,4,5,6-tetrahydrophthalic acid C(C1=C(C(=O)O)CCCC1)(=O)O